(R)-6-fluoro-1-(4-(hydroxymethyl)phenyl)-4-oxo-7-(2-((pyridin-2-yloxy)methyl)pyrrolidin-1-yl)-1,4-dihydroquinoline-3-carboxylic acid FC=1C=C2C(C(=CN(C2=CC1N1[C@H](CCC1)COC1=NC=CC=C1)C1=CC=C(C=C1)CO)C(=O)O)=O